tert-butyl 7-{[2,3-diamino-5-(trifluoromethyl)phenyl]carbamoyl}-4-methyl-1,2,3,4-tetrahydroisoquinoline-2-carboxylate NC1=C(C=C(C=C1N)C(F)(F)F)NC(=O)C1=CC=C2C(CN(CC2=C1)C(=O)OC(C)(C)C)C